C(CC1=CC=CC=C1)C1(CCN(CC1)CC1=CC2=C(NC(OC2)=O)C=C1)C(OCCC)C1=CC=CC=C1 6-((4-phenethyl-4-(phenyl(propoxy)methyl)piperidin-1-yl)methyl)-1H-benzo[d][1,3]oxazin-2(4H)-one